[Cl-].CC=1[NH+]=CNC1 4-methylimidazolium chloride salt